N-[2-[bis(carboxymethyl)amino]ethyl]-N-propyl-glycine C(=O)(O)CN(CCN(CC(=O)O)CCC)CC(=O)O